6-(4-Chloro-1-(4-isopropylbenzyl)-1H-indazol-7-carboxamido)spiro[3.3]heptan ClC1=C2C=NN(C2=C(C=C1)C(=O)NC1CC2(CCC2)C1)CC1=CC=C(C=C1)C(C)C